C1CCC2=C(C=CC=C12)C1=C(C=C2C(=N1)C(=NN2CC2=CC=C(C=C2)OC)C=2C=CC(=NC2)C2CC(C2)N(C(OC(C)(C)C)=O)C)OC tert-butyl (3-(5-(5-(2,3-dihydro-1H-inden-4-yl)-6-methoxy-1-(4-methoxybenzyl)-1H-pyrazolo[4,3-b]pyridin-3-yl)pyridin-2-yl)cyclobutyl)(methyl)carbamate